C1(CC1)C1=NN(C(=C1C(F)(F)F)C(=O)OCC)CC1C(C12CC2)(F)F Ethyl 3-cyclopropyl-1-((2,2-difluorospiro[2.2]pentan-1-yl)methyl)-4-(trifluoromethyl)-1H-pyrazole-5-carboxylate